FC(C(=O)O)(F)F.C(C)(C)(C)C1=NC(=NN2C1=C(C(=C2C(C)C)Cl)F)N[C@H]2[C@@H](CNCC2)F tert-butyl-6-chloro-5-fluoro-N-((3R,4R)-3-fluoropiperidin-4-yl)-7-isopropylpyrrolo[2,1-f][1,2,4]triazin-2-amine 2,2,2-trifluoroacetate